3-{6-[(2S)-2-[(4-aminophenoxy)methyl]morpholin-4-yl]-4-methyl-1-oxo-1,2-dihydrophthalazin-2-yl}piperidine-2,6-dione NC1=CC=C(OC[C@@H]2CN(CCO2)C=2C=C3C(=NN(C(C3=CC2)=O)C2C(NC(CC2)=O)=O)C)C=C1